ClC1=C(C=C(C=C1)OC)NC1=C(C=NC=C1)C N-(2-chloro-5-methoxyphenyl)-3-methylpyridin-4-amine